C(C1=CC=CC=C1)NC(N(C1=NC=C(C=C1)C=1C=NN(C1)C)[C@@H]1CC[C@H](CC1)NC1=NC=C(C(=N1)NC1=NNC=C1)C#N)=O 3-benzyl-1-(trans-4-((5-cyano-4-(1H-pyrazol-3-ylamino)pyrimidin-2-yl)amino)cyclohexyl)-1-(5-(1-methyl-1H-pyrazol-4-yl)pyridin-2-yl)urea